[Si](C1=CC=CC=C1)(C1=CC=CC=C1)(C(C)(C)C)O[C@@H]1C[C@@H](N(C1)C(=O)OC(C)(C)C)COC1=C(C(=C(C(=C1)C)Cl)O)C(=O)OC tert-butyl (2R,4R)-4-((tert-butyldiphenylsilyl)oxy)-2-((4-chloro-3-hydroxy-2-(methoxycarbonyl)-5-methylphenoxy) Methyl)pyrrolidine-1-carboxylate